C(C)(C)(C)OC(=O)N1CC(\C(\CC1)=C/F)(C(=O)O)C (Z)-4-(fluoromethylene)-3-methylpiperidine-1,3-dicarboxylic acid-1-tert-butyl ester